tert-Butyl (3R)-3-(3-nitropyrazol-1-yl)pyrrolidine-1-carboxylate [N+](=O)([O-])C1=NN(C=C1)[C@H]1CN(CC1)C(=O)OC(C)(C)C